methyl-3,8-diazabicyclo[3.2.1]octane CC12CNCC(CC1)N2